(S)-8-(1-((6-chloro-2-(5-chloro-1-hydroxy-1H-benzo[d][1,2,6]oxazaborinin-6-yl)pyridin-3-yl)amino)ethyl)-2-isopropyl-3,6-dimethyl-4H-chromen-4-one ClC1=CC=C(C(=N1)C=1C=CC2=C(C=NOB2O)C1Cl)N[C@@H](C)C=1C=C(C=C2C(C(=C(OC12)C(C)C)C)=O)C